N-((1S,2R)-2-((cyano(7,8-difluoroisoquinolin-4-yl)methyl)carbamoyl)-[1,1'-bi(cyclopropan)]-2-yl)-6,7-difluoro-1H-indole-2-carboxamide C(#N)C(C1=CN=CC2=C(C(=CC=C12)F)F)NC(=O)[C@@]1([C@@H](C1)C1CC1)NC(=O)C=1NC2=C(C(=CC=C2C1)F)F